4-(4-chlorophenyl)-5-(4-methoxynaphthalene-1-yl)-1H-pyrazole ClC1=CC=C(C=C1)C=1C=NNC1C1=CC=C(C2=CC=CC=C12)OC